N[C@H](C(=O)O)CCP(=O)(O)O (S)-2-amino-4-phosphonobutanoic acid